NC1=NC=CC(=C1F)CC=1C(=C(C(=C(C(=O)OC)C1)NC1=C(C=C(C=C1)SC(F)F)F)F)F methyl 5-[(2-amino-3-fluoropyridin-4-yl) methyl]-2-[4-(difluoromethylsulfanyl)-2-fluoroanilino]-3,4-difluorobenzoate